FC1=CC(=C(C=C1C=1C=NN(C1)C1CC(C1)O)NC(=O)C=1C=NN2C1C=CC=C2)C N-[4-Fluoro-5-[1-(3-hydroxycyclobutyl)pyrazol-4-yl]-2-methylphenyl]pyrazolo[1,5-a]pyridine-3-carboxamide